[1-((S)-2,3-Dihydroxy-propionyl)-3,3-difluoro-piperidin-4-yloxy]-5-[2-(2-methoxy-1'-oxetan-3-yl-1',2',3',4',5',6'-hexahydro-[3,4']bipyridinyl-6-ylamino)-pyrimidin-4-yl]-benzonitrile O[C@H](C(=O)N1CC(C(CC1)OC1=C(C#N)C=C(C=C1)C1=NC(=NC=C1)NC1=CC=C(C(=N1)OC)C1CCN(CC1)C1COC1)(F)F)CO